2-((1R,2R,4S)-2-amino-7-aza-bicyclo[2.2.1]heptan-7-yl)-5-(4-chloro-2-(2-methoxyethyl)-2H-indazol-5-yl)-3-methyl-3,7-dihydro-4H-pyrrolo[2,3-d]pyrimidin-4-one N[C@H]1[C@H]2CC[C@@H](C1)N2C=2N(C(C1=C(N2)NC=C1C1=C(C2=CN(N=C2C=C1)CCOC)Cl)=O)C